C(CCC)CC(CCCCCC)=O butyl-octanone